CC1=CC=C(C=C1)S(=O)(=O)OC=1N=C(N(C(C1C)=O)C1=C(C(=CC=C1)Cl)Cl)S(=O)(=O)C 1-(2,3-dichlorophenyl)-2-methanesulfonyl-5-methyl-6-oxo-1,6-dihydropyrimidin-4-yl 4-methylbenzene-1-sulfonate